C(C)(C)N(C)CC1C(C(C(S1)=O)C=1N=NC(=CC1)OC)=O 5-{[isopropyl-(methyl)amino]methyl}-3-(6-methoxypyridazin-3-yl)-2,4-dioxothiophen